1-((3s,4r)-1-(2-methoxyethyl)-4-phenylpyrrolidin-3-yl)-3-(2-phenyl-4,6-dihydro-2H-furo[3,4-c]pyrazol-3-yl)urea COCCN1C[C@H]([C@@H](C1)C1=CC=CC=C1)NC(=O)NC1=C2C(=NN1C1=CC=CC=C1)COC2